CC1(OB(OC1(C)C)C1=CC=C(O[C@H]2CC[C@H](CC2)OC2CCN(CC2)C(=O)OCC2=CC=CC=C2)C=C1)C benzyl 4-(((cis)-4-(4-(4,4,5,5-tetramethyl-1,3,2-dioxaborolan-2-yl)phenoxy)cyclohexyl)oxy)piperidine-1-carboxylate